BrC1=CC=2C3(N4N(C2C=C1)C(C(=C4C)C4=C(C=CC=C4)O)=O)C(=NN(C3=O)C3=CC=C(C=C3)Br)C 7'-Bromo-1-(4-bromophenyl)-2'-(2-hydroxyphenyl)-1',3-dimethyl-3'H-spiro[pyrazole-4,9'-pyrazolo[1,2-a]indazole]-3',5(1H)-dione